N-(1-(4-(((trans-4-aminocyclohexyl)amino)methyl)cyclohexyl)-2-oxo-1,2-dihydropyrimidin-4-yl)piperazine-1-carboxamide N[C@@H]1CC[C@H](CC1)NCC1CCC(CC1)N1C(N=C(C=C1)NC(=O)N1CCNCC1)=O